8-(8-fluoro-6-methyl-2,6-diazaspiro[3.4]oct-2-yl)-6-methyl-N-(1-(methylsulfonyl)piperidin-4-yl)pyrido[3,4-d]pyrimidin-2-amine FC1CN(CC12CN(C2)C2=NC(=CC1=C2N=C(N=C1)NC1CCN(CC1)S(=O)(=O)C)C)C